C(C1=CC=CC=C1)OC1=NC(=CC=C1C1=NN(C2=C(C=CC=C12)N1CC2(C1)CCC(CC2)CN2CCN(CC2)C(=O)OCC2=CC=CC=C2)C)OCC2=CC=CC=C2 benzyl 4-((2-(3-(2,6-bis(benzyloxy)pyridin-3-yl)-1-methyl-1H-indazol-7-yl)-2-azaspiro[3.5]nonan-7-yl)methyl)piperazine-1-carboxylate